(6R)-9-fluoro-13,16-dioxa-2,11,17,21,22,25-hexaazapentacyclo[17.5.2.02,6.07,12.022,26]hexacosa-1(25),7,9,11,19(26),20,23-heptaen-18-one FC=1C=C2[C@H]3CCCN3C=3C=CN4N=CC(C(NOCCOC2=NC1)=O)=C4N3